BrC=1C=2CC3(N(C2C=C(C1)F)CCNC3)C3=CC=CC=C3 9-Bromo-7-fluoro-10a-phenyl-1,2,3,4,10,10a-hexahydropyrazino[1,2-a]indole